NCCC=1C=C(C(=NC1)N1CCN(CC1)C(=O)OC(C)(C)C)Cl tert-Butyl 4-(5-(2-aminoethyl)-3-chloropyridin-2-yl)piperazine-1-carboxylate